strontium-iron [Fe].[Sr]